4-(cyclopropanecarbonyl)-1H-imidazole-1-carboxylic acid tert-butyl ester C(C)(C)(C)OC(=O)N1C=NC(=C1)C(=O)C1CC1